C1(C=CC2C3CCC(C12)C3)OC(CC)=O 3a,4,5,6,7,7a-hexahydro-4,7-methano-1H-indenylpropionat